(4-hydroxy-1-oxoisoindolin-2-yl)-2,6-dioxopiperidine-1-carboxylic acid tert-butyl ester C(C)(C)(C)OC(=O)N1C(C(CCC1=O)N1C(C2=CC=CC(=C2C1)O)=O)=O